ClC1=CC=C(OC2(COC2)C(=O)NC=2C=C(C=C(C2)C(F)(F)F)NC(=O)[N-]C2=C[N+](=NO2)CC2=NC=CC=C2)C=C1 ((3-(3-(4-Chlorophenoxy)oxetane-3-carboxamido)-5-(trifluoromethyl)phenyl)-carbamoyl)(3-(pyridin-2-ylmethyl)-1,2,3-oxadiazol-3-ium-5-yl)amide